(S)-2-((2-((4-chloro-2-fluorobenzyl)oxy)-3-methyl-5,8-dihydro-1,7-naphthyridin-7(6H)-yl)methyl)-1-(oxetan-2-ylmethyl)-1H-benzo[d]imidazole-6-carboxylic acid methyl ester COC(=O)C=1C=CC2=C(N(C(=N2)CN2CCC=3C=C(C(=NC3C2)OCC2=C(C=C(C=C2)Cl)F)C)C[C@H]2OCC2)C1